ClC1=CC=C(C=N1)CNC(C1=C(C=C(C=C1)C1=NOC(C1)(C(F)(F)F)C1=CC(=CC(=C1)Cl)Cl)C)=O N-((6-chloropyridin-3-yl)methyl)-4-(5-(3,5-dichlorophenyl)-5-(trifluoromethyl)-4,5-dihydroisoxazol-3-yl)-2-methylbenzamide